C(C)OC(=O)C1=C(N=C(S1)NC1=NC(=CC(=N1)C1=CC=C(C=C1)CC(=O)O)N1CCC(CC1)O)C 2-[4-(4-carboxymethylphenyl)-6-(4-hydroxypiperidin-1-yl)pyrimidin-2-ylamino]-4-methylthiazole-5-carboxylic acid ethyl ester